COC=1C=C(CNNC(=O)C2=NC(=CN=C2)C2=C(C=C(C=C2)OCC)C)C=C(C1)OC N'-(3,5-dimethoxybenzyl)-6-(4-ethoxy-2-methylphenyl)pyrazine-2-carbohydrazide